2-(5-bromo-2-(isobutyryloxy)-3-(4-meth-ylbenzoyloxy)benzylideneamino)-3-methyl-butanoic acid BrC=1C=C(C(=C(C=NC(C(=O)O)C(C)C)C1)OC(C(C)C)=O)OC(C1=CC=C(C=C1)C)=O